CC1=C(C(=O)N([C@H]2CNCCC2)C2=NC=CC3=CC=CC(=C23)C)C=CC(=C1)C=1SC(=NN1)C (R)-2-methyl-4-(5-methyl-1,3,4-thiadiazol-2-yl)-N-(8-methylisoquinolin-1-yl)-N-(piperidin-3-yl)benzamide